ClC1=CC(=C(N=N1)OC)OC 6-chloro-3,4-dimethoxypyridazine